(4S)-4-(2-acetamidoethylamino)-N-[2-chloro-3-(4,4,5,5-tetramethyl-1,3,2-dioxaborolan-2-yl)phenyl]-4,5,6,7-tetrahydropyrazolo[1,5-a]pyridine-2-carboxamide C(C)(=O)NCCN[C@@H]1C=2N(CCC1)N=C(C2)C(=O)NC2=C(C(=CC=C2)B2OC(C(O2)(C)C)(C)C)Cl